2-bromo-2-(2-(tetrahydro-2H-pyran-2-yl)phenyl)acetic acid methyl ester COC(C(C1=C(C=CC=C1)C1OCCCC1)Br)=O